4-(7-bromo-5-{[(6R)-5-oxo-1,4-diazepan-6-yl]amino}[1,2,4]triazolo[1,5-c]quinazolin-2-yl)benzonitrile BrC1=CC=CC=2C=3N(C(=NC12)N[C@H]1C(NCCNC1)=O)N=C(N3)C3=CC=C(C#N)C=C3